glucosyl-octyl-ascorbic acid C1([C@H](O)[C@@H](O)[C@H](O)[C@H](O1)CO)[C@]([C@@]1(C(=C(C(=O)O1)O)O)CCCCCCCC)(O)CO